CC1=CC=C2C(=C(N=NC2=C1)OC1=CC(=CC=C1)C(F)(F)F)C(=O)OC methyl 7-methyl-3-(3-(trifluoromethyl)phenoxy)cinnoline-4-carboxylate